NC1=C(C=NC(=C1F)N[C@H]1C[C@@H]2COC3=C(C(N2C1)=O)C(=C(C(=C3)C)F)OC(C)C)CCC(=O)OC(C)(C)C tert-Butyl 3-(4-amino-5-fluoro-6-(((2S,11aR)-7-fluoro-6-isopropoxy-8-methyl-5-oxo-2,3,11,11a-tetrahydro-1H,5H-benzo[f]pyrrolo[2,1-c][1,4]oxazepin-2-yl)amino)pyridin-3-yl)propanoate